ClC1=CC=C(C(=N1)C(=O)O)NC(C)C=1C=C(C=C2C(N(C(=NC12)N1C[C@@H]2C([C@@H]2C1)O)C)=O)Cl 6-chloro-3-((1-(6-chloro-2-((1R,5S,6s)-6-hydroxy-3-azabicyclo[3.1.0]hexan-3-yl)-3-methyl-4-oxo-3,4-dihydroquinazolin-8-yl)ethyl)amino)picolinic acid